(S)-2-amino-2-(4-(trifluoromethyl)phenyl)ethan-1-ol N[C@H](CO)C1=CC=C(C=C1)C(F)(F)F